Cl.NC/C(/CN1N=CN(C1=O)CC1=CC=C(S1)C=1C=C(C=CC1)S(=O)(=O)NC)=C\F 3-[5-(1-[(2E)-2-(aminomethyl)-3-fluoroprop-2-en-1-yl]-5-oxo-1,5-dihydro-4H-1,2,4-triazol-4-ylmethyl)thiophen-2-yl]-N-methylbenzenesulfonamide hydrochloride